CC(C#C)(CCCC(CCCC(CCCC(C)C)C)C)O 3,7,11,15-tetramethyl-hexadec-1-yn-3-ol